C1=CC=CC=2C3=CC=CC=C3N(C12)C=1C=C(C=CC1)C1=CC(=CC=C1)N1C2=CC=CC=C2C=2C=CC=CC12 3,3'-Di(9H-carbazol-9-yl)biphenyl